(2S,4R)-1-[(2S)-2-(4-cyclopropyltriazol-1-yl)-3,3-dimethyl-butanoyl]-4-hydroxy-N-[2-(1-methyltriazol-4-yl)tetrahydrofuran-3-yl]pyrrolidine-2-carboxamide C1(CC1)C=1N=NN(C1)[C@H](C(=O)N1[C@@H](C[C@H](C1)O)C(=O)NC1C(OCC1)C=1N=NN(C1)C)C(C)(C)C